N-(1-(2,4-Dimethoxypyridin-3-yl)-2-(6-ethoxypyridin-2-yl)-1H-imidazo[4,5-b]pyrazin-6-yl)methanesulfonamid COC1=NC=CC(=C1N1C(=NC=2C1=NC(=CN2)NS(=O)(=O)C)C2=NC(=CC=C2)OCC)OC